dicyclohexyl-[2-(2,4,6-triisopropylphenyl)phenyl]-phosphane C1(CCCCC1)P(C1=C(C=CC=C1)C1=C(C=C(C=C1C(C)C)C(C)C)C(C)C)C1CCCCC1